FC1=C2C3=C(NC2=C(C=C1F)NC)N=CC(=C3N3CCN(CC3)C)C=3C=C1C(C(=CN(C1=NC3)C)C(=O)O)=O 6-[5,6-difluoro-8-(methylamino)-4-(4-methylpiperazin-1-yl)-9H-pyrido[2,3-b]indol-3-yl]-1-methyl-4-oxo-1,8-naphthyridine-3-carboxylic acid